N1C=CC2=CC=C(C=C12)CNC1=CN=C2C(=N1)N=C(C=C2)N2CCOCC2 N-(1H-indol-6-ylmethyl)-6-(morpholin-4-yl)pyrido[2,3-b]pyrazin-3-amine